BrC=1C=C(C=C(C1)OC)NC(=O)SNC(C1=CC=CC=C1)=O N-((3-bromo-5-methoxyphenyl)carbamoyl-sulfanyl)benzamide